C[C@@H](CCC)N (S)-1-methyl-1-butylamine